C(C)OC(N(CC=O)CC(=C)C)=O (2-methylallyl)(2-oxoethyl)carbamic acid ethyl ester